silicon vanadium nitrogen boron [B].[N].[V].[Si]